selenourethane NC(=[Se])OCC